F[Sb-](F)(F)(F)(F)F.[H+] fluoroantimonic acid